3,5-dimethyl-1-bromobenzene CC=1C=C(C=C(C1)C)Br